F[B-](F)(F)F.FC1=C(C(=C(C(=C1F)F)F)F)[N+]=1N=C2N(C1)CCC2 2-(2,3,4,5,6-pentafluorophenyl)-6,7-dihydro-5H-pyrrolo[2,1-c][1,2,4]triazol-2-ium tetrafluoroborate